CN(C(=S)SSC(N(C)C)=S)C Bis(dimethylthiocarbamoyl) disulfide